7-((2,4-difluorobenzyl)oxy)-3,4,11,11a-tetrahydropyrimido[6',1':2,3]imidazo[5,1-c][1,4]oxazin-9(1H)-one FC1=C(COC2=NC(N3C(N4C(COCC4)C3)=C2)=O)C=CC(=C1)F